6-(3-(4-(2-hydroxyethyl)piperazin-1-yl)propyloxy)nicotinic acid ethyl ester C(C)OC(C1=CN=C(C=C1)OCCCN1CCN(CC1)CCO)=O